BrC1=CC(=CN2C1=NC(=CC2=O)O)C(=O)OC methyl 9-bromo-2-hydroxy-4-oxo-pyrido[1,2-a]pyrimidine-7-carboxylate